C(C)(C)(C1=C(C(=C(C(=C1Cl)Cl)O)Cl)Cl)C1=C(C(=C(C(=C1Cl)Cl)O)Cl)Cl 4,4'-isopropylidenebis(2,3,5,6-tetrachlorophenol)